2,6-diphenyl-3,5-dibromotoluene C1(=CC=CC=C1)C1=C(C)C(=C(C=C1Br)Br)C1=CC=CC=C1